CC=1N=CN(C1C1=CC=C(C=C1)NC(OC(C)(C)C)=O)COCC[Si](C)(C)C Tert-butyl (4-(4-methyl-1-((2-(trimethylsilyl)ethoxy)methyl)-1H-imidazol-5-yl)phenyl)carbamate